(1S,3S)-1-(benzo[d][1,3]dioxol-5-yl)-N-methyl-2-propionyl-2,3,4,9-tetrahydro-1H-pyrido[3,4-b]indole-3-carboxamide O1COC2=C1C=CC(=C2)[C@@H]2N([C@@H](CC1=C2NC2=CC=CC=C12)C(=O)NC)C(CC)=O